C=C1C(CCCC1)=C trans-1,2-bis(methylene)cyclohexane